2,4-diaminophenyloctadecane NC1=C(C=CC(=C1)N)CCCCCCCCCCCCCCCCCC